rac-N-((4R,5R)-3-cyano-7-ethyl-4-(4-fluorophenyl)-6-oxo-1-phenyl-4,5,6,7-tetrahydro-1H-pyrazolo[3,4-b]pyridine-5-yl)-3-(trifluoromethyl)benzamide C(#N)C1=NN(C=2N(C([C@@H]([C@@H](C21)C2=CC=C(C=C2)F)NC(C2=CC(=CC=C2)C(F)(F)F)=O)=O)CC)C2=CC=CC=C2 |r|